C1(=CC=CC=C1)CC(=O)OC(C=C)(CC\C=C(/CC)\C)C (Z)-3,7-dimethylnona-1,6-dien-3-yl 2-phenylacetate